azodiisobutanamidine N(=NC(C(=N)N)(C)C)C(C(=N)N)(C)C